1,2,3-tris(2-hydroxyethyl)imidazolium OCCN1C(=[N+](C=C1)CCO)CCO